ClC=1C=C(C=CC1)C(NC1=NC(=C(C=C1)F)C)C=1N(C=C(N1)SCC1=CC=C(C=C1)OC)COCC[Si](C)(C)C N-((3-chlorophenyl)(4-((4-methoxybenzyl)thio)-1-((2-(trimethylsilyl)ethoxy)methyl)-1H-imidazol-2-yl)methyl)-5-fluoro-6-methylpyridin-2-amine